C1N(CC12CNC2)C2=NC=NC=C2OC2=C(C(=O)N(C)C(C)C)C=C(C=C2)F ((4-(2,6-diazaspiro[3.3]heptan-2-yl)pyrimidin-5-yl)oxy)-5-fluoro-N-isopropyl-N-methylbenzamide